C[C@H](C(=O)[O-])N The molecule is the D-enantiomer of alaninate. It has a role as a human metabolite. It is a conjugate base of a D-alanine. It is an enantiomer of a L-alaninate.